C1(=C(C=CC=C1)C#CC1=NN(C2=CC=CC=C12)C1=CC=C(C=C1)OC)C1=CC=CC=C1 3-([1,1'-Biphenyl]-2-ylethynyl)-N-(4-methoxyphenyl)-1H-indazole